sodium toluyl-sulfonate C1(=C(C=CC=C1)S(=O)(=O)[O-])C.[Na+]